ClC=1C=C(C(=NC1)OC)C1=CC=C2NC(C=3N(C2=C1C(F)F)C(=NN3)C)(C)C 8-(5-Chloro-2-methoxy-pyridin-3-yl)-9-(difluoro-methyl)-1,4,4-trimethyl-5H-[1,2,4]triazolo[4,3-a]quinoxaline